(1R)-2,2-difluoro-N-[1-methyl-3-(4-methyl-6-propanoylpyridin-3-yl)-2-oxo-1,6-naphthyridin-7-yl]cyclopropane-1-carboxamide FC1([C@H](C1)C(=O)NC1=NC=C2C=C(C(N(C2=C1)C)=O)C=1C=NC(=CC1C)C(CC)=O)F